1-(4-(4-chlorobenzyl)-4H-thieno[3,2-b]pyrrole-5-carbonyl)-N-isopropylpiperidine-4-carboxamide ClC1=CC=C(CN2C3=C(C=C2C(=O)N2CCC(CC2)C(=O)NC(C)C)SC=C3)C=C1